CN1C(C(=CC(=C1)B1OC(C(O1)(C)C)(C)C)C)=O 1,3-dimethyl-5-(4,4,5,5-tetramethyl-1,3,2-dioxaborolan-2-yl)pyridin-2-one